C(CCC=C)[Si](Cl)(Cl)CCCC=C di(4-pentenyl)dichlorosilane